tert-butyl 4-(3-((3-(2,6-bis(benzyloxy)pyridin-3-yl)-1-methyl-1H-indazol-6-yl)oxy)propyl)piperidine-1-carboxylate C(C1=CC=CC=C1)OC1=NC(=CC=C1C1=NN(C2=CC(=CC=C12)OCCCC1CCN(CC1)C(=O)OC(C)(C)C)C)OCC1=CC=CC=C1